IC1=NC=C2N1C=C(C=C2)CN2CCCC2 3-iodo-6-(pyrrolidin-1-ylmethyl)imidazo[1,5-a]pyridine